dimethyl [3-fluoro-5-(hydroxymethyl)phenyl]phosphonate FC=1C=C(C=C(C1)CO)P(OC)(OC)=O